tert-butyl 3-(4-chloro-7-fluoro-2-(4-(3-methoxypyridin-2-yl)piperazine-1-carbonyl)benzo[b]thiophen-6-yl)-5,6-dihydropyridine-1(2H)-carboxylate ClC1=CC(=C(C=2SC(=CC21)C(=O)N2CCN(CC2)C2=NC=CC=C2OC)F)C=2CN(CCC2)C(=O)OC(C)(C)C